(E)-N-Hydroxy-3-[3-[(E)-3-[2-[(4-methylpiperazin-1-yl)methyl]phenyl]-3-oxoprop-1-enyl]phenyl]prop-2-enamide ONC(\C=C\C1=CC(=CC=C1)\C=C\C(=O)C1=C(C=CC=C1)CN1CCN(CC1)C)=O